2-(4-chlorobenzyl)-5-hydroxyisoindolin-1-one ClC1=CC=C(CN2C(C3=CC=C(C=C3C2)O)=O)C=C1